C[N+]1(CCSCC1)C 4,4-dimethylthiomorpholinium